13-octadecadienoic acid CCCC/C=C/CCCCCCC/C=C/CCC(=O)O